(6-((5-bromo-2-chloropyrimidin-4-yl)amino)quinolin-5-yl)dimethylphosphine BrC=1C(=NC(=NC1)Cl)NC=1C(=C2C=CC=NC2=CC1)P(C)C